N1(C=NC=C1)C1CC(C1)N(C([O-])=O)C=1N=CC2=C(C(=C(C=C2C1)C1=C(C2=C(OCCN2)N=C1)C)F)N 3-(1H-Imidazol-1-yl)cyclobutyl(8-amino-7-fluoro-6-(8-methyl-2,3-dihydro-1H-pyrido[2,3-b][1,4]oxazin-7-yl)isoquinolin-3-yl)carbamate